1-(4-chlorophenyl)-N1,N1-dimethylethane-1,2-diamine ClC1=CC=C(C=C1)C(CN)N(C)C